C(CCC)(=O)NC(C=1C=C(C(=O)NCCCCNC(COC2=C3C(N(C(C3=CC=C2)=O)C2C(NC(CC2)=O)=O)=O)=O)C=CC1)C1=CC(=C2C=CC=NC2=C1O)Cl 3-(butyramido(5-chloro-8-hydroxy-quinolin-7-yl)meth-yl)-N-(4-(2-((2-(2,6-dioxopiperidin-3-yl)-1,3-dioxoisoindolin-4-yl)oxy)-acetamido)butyl)-benzamide